tert-Butyl (2S,4S)-2-(((tert-butyldiphenylsilyl)oxy)methyl)-4-cyanoazepane-1-carboxylate [Si](C1=CC=CC=C1)(C1=CC=CC=C1)(C(C)(C)C)OC[C@H]1N(CCC[C@@H](C1)C#N)C(=O)OC(C)(C)C